C(CC#C)OC(NC1=NC(=CC=C1)CO\N=C(\C1=CC=CC=C1)/C1=NN=NN1C)=O But-3-yn-1-yl-{6-[({[(Z)-(1-methyl-1H-tetrazol-5-yl)(phenyl)methylene]amino}oxy)-methyl]pyridin-2-yl}carbamate